7-((4-chloro-2-fluorobenzyl)amino)-1,2,3,4-tetrahydroisoquinoline ClC1=CC(=C(CNC2=CC=C3CCNCC3=C2)C=C1)F